C(C)(C)(C)C1=NC=C(C=N1)C=1N=C2SCN(CN2C(C1C#N)=O)CC 8-(2-tert-butylpyrimidin-5-yl)-3-ethyl-6-oxo-2H,3H,4H,6H-pyrimido[2,1-b][1,3,5]thiadiazine-7-carbonitrile